NCC1=CC(=C(C(=C1)C)NC(=O)C1=CC2=C(O[C@@H](CC3=C2SC=C3)C)C=C1C=1C(=NC(=CC1)C(NCCC)=O)C(=O)O)Cl (R)-3-(9-((4-(aminomethyl)-2-chloro-6-methylphenyl)carbamoyl)-5-methyl-4,5-dihydrobenzo[b]thieno[2,3-d]oxepin-8-yl)-6-(propylcarbamoyl)picolinic acid